(R)-2-(4-(1H-indole-2-carbonyl)piperazin-1-yl)-2-oxo-N-(1,1,1-trifluoropropan-2-yl)acetamide N1C(=CC2=CC=CC=C12)C(=O)N1CCN(CC1)C(C(=O)N[C@@H](C(F)(F)F)C)=O